2-((2S,3S,4S)-2-((benzylamino)methyl)-5-chloro-6-fluoro-3-methyl-2-phenyl-2,3-dihydrobenzofuran-4-yl)-3-fluoro-4-((S)-2-hydroxypropoxy)benzamide C(C1=CC=CC=C1)NC[C@@]1(OC2=C([C@@H]1C)C(=C(C(=C2)F)Cl)C2=C(C(=O)N)C=CC(=C2F)OC[C@H](C)O)C2=CC=CC=C2